2-[4-({(3R)-1-[2-(difluoromethoxy)ethyl]piperidin-3-yl}amino)pyrido[3,4-d]pyridazin-1-yl]-5-(trifluoromethyl)phenol FC(OCCN1C[C@@H](CCC1)NC=1N=NC(=C2C1C=NC=C2)C2=C(C=C(C=C2)C(F)(F)F)O)F